C(C)OC(CCC[C@](C(=O)NC=1C=NC(=C(C1)S(=O)C)C#N)(C)O)=O (5S)-6-[(6-cyano-5-methylsulfinylpyridin-3-yl)amino]-5-hydroxy-5-methyl-6-oxo-hexanoic acid ethyl ester